N-(isoindolin-5-yl)methanesulfonamide hydrochloride Cl.C1NCC2=CC(=CC=C12)NS(=O)(=O)C